bis-(3'-tert-butyl-4'-hydroxyphenyl)-butyrate C(C)(C)(C)C=1C=C(C=CC1O)C(C(=O)[O-])(CC)C1=CC(=C(C=C1)O)C(C)(C)C